NC1=NC=2C(=CC=CC2C=2N1C=C(N2)C(=O)N2CC(CC(C2)C)C)OC (5-amino-7-methoxyimidazo[1,2-c]quinazolin-2-yl)(3,5-dimethylpiperidin-1-yl)methanone